[5-[[1-[2-(aminomethyl)-3,3-difluoro-allyl]-5-oxo-1,2,4-triazol-4-yl]methyl]-3-thienyl]-1-isopropyl-pyridin-2-one trifluoroacetate FC(C(=O)O)(F)F.NCC(CN1N=CN(C1=O)CC1=CC(=CS1)C=1C(N(C=CC1)C(C)C)=O)=C(F)F